CC1=NC=C(C(=N1)C)N1N=NC(=C1)C(=O)O 1-(2,4-dimethylpyrimidin-5-yl)-1H-1,2,3-triazole-4-carboxylic acid